2-methoxy-1-iodo-4-nitrobenzene COC1=C(C=CC(=C1)[N+](=O)[O-])I